C12CC(CC(CC1)O2)N2N=CC(=C2)C(=O)NC2=CC(=CC(=C2)S(=O)(=O)C)Cl 1-(8-oxabicyclo[3.2.1]oct-3-yl)-N-(3-chloro-5-(methylsulfonyl)phenyl)-1H-pyrazole-4-carboxamide